FC=1C(=NC(=NC1)NC1CCN(CC1)S(=O)(=O)C1CCNCC1)C=1C=C(C2=C(N(CCO2)C(C)C)C1)F 5-fluoro-4-(8-fluoro-4-isopropyl-2,3-dihydro-1,4-benzoxazin-6-yl)-N-[1-(4-piperidylsulfonyl)-4-piperidyl]pyrimidin-2-amine